(6aR,9R)-N,N-diethyl-7-(3,3,3-trifluoropropyl)-4,6,6a,7,8,9-hexahydroindolo[4,3-fg]quinoline-9-carboxamide C(C)N(C(=O)[C@H]1CN([C@@H]2CC=3C4=C(C2=C1)C=CC=C4NC3)CCC(F)(F)F)CC